2-(hydroxyphenyl)-3-buten OC1=C(C=CC=C1)C(C)C=C